2-(2-(methyl-amino)ethoxy)acetamide CNCCOCC(=O)N